COC1=C(CNC2=NC=3C(=CC=CC3C=3N2N=C(N3)C3CC(CCC3)(O)C=3C=NN(C3)CC(C)(C)O)OC)C=CC(=C1)OC 3-(5-((2,4-dimethoxybenzyl)amino)-7-methoxy-[1,2,4]triazolo[1,5-c]quinazolin-2-yl)-1-(1-(2-hydroxy-2-methylpropyl)-1H-pyrazol-4-yl)cyclohexan-1-ol